N(2),N(2),7-trimethylguanosine CN1C=[N+](C2=C1C(=O)NC(=N2)N(C)C)[C@H]3[C@@H]([C@@H]([C@H](O3)CO)O)O